CNC1=C(C(=O)[O-])C=CC=C1 (METHYLAMINO)BENZOATE